5-(tert-butyl)-N1,N3-bis(5'-(tert-butyl)-[1,1':3',1''-terphenyl]-2'-yl)benzene-1,3-diamine C(C)(C)(C)C=1C=C(C=C(C1)NC1=C(C=C(C=C1C1=CC=CC=C1)C(C)(C)C)C1=CC=CC=C1)NC1=C(C=C(C=C1C1=CC=CC=C1)C(C)(C)C)C1=CC=CC=C1